C(C1=CC=CC=C1)OC1=NC(=CC=C1NC=1N=CC(=NC1)C=1CCN(CC1)C(=O)OC(C)(C)C)OCC1=CC=CC=C1 tert-butyl 4-[5-[(2,6-dibenzyloxy-3-pyridyl)amino]pyrazin-2-yl]-3,6-dihydro-2H-pyridine-1-carboxylate